6-hydroxy-1,3-benzothiazol OC1=CC2=C(N=CS2)C=C1